CNC(C1=NC(=C(C=C1)N1CCN(CC1)CC1=NSC(=C1)NC(C(CC)=O)=O)C)=O N,6-dimethyl-5-(4-((5-(2-oxobutanamido)isothiazol-3-yl)methyl)piperazin-1-yl)picolinamide